7-Methoxy-1-(2-methoxyethyl)-1H-indazol-6-amine COC=1C(=CC=C2C=NN(C12)CCOC)N